COC1=CC=C(CNC=2C=3N(C4=CC(=CC=C4N2)C(=O)O)C=CC3C)C=C1 4-((4-methoxybenzyl)amino)-3-methylpyrrolo[1,2-a]quinoxaline-8-carboxylic acid